ethyl 4-((5-bromo-3-(methylthio)pyrazin-2-yl)amino)-2,5-dihydrofuran-3-carboxylate BrC=1N=C(C(=NC1)NC1=C(COC1)C(=O)OCC)SC